triaza-dibenzothiophene N1=NN=CC=2SC3=C(C21)C=CC=C3